FC1=C(C(=CC=C1)F)C=1OC=2N=C3N(C(C2N1)=O)CCCC3 2-(2,6-difluorophenyl)-5,6,7,8-tetrahydro-10H-oxazolo[5,4-D]pyrido[1,2-a]pyrimidin-10-one